C(C)(=O)NS(=O)(=O)N1CCC(=CC1)C1=CC=C(C=C1)NC(=O)N1CC2=CC=C(C=C2C1)F N-(4-(1-(N-ACETYLSULFAMOYL)-1,2,3,6-TETRAHYDROPYRIDIN-4-YL)PHENYL)-5-FLUOROISOINDOLINE-2-CARBOXAMIDE